BrC(C(=O)OCCC[Si](OC)(OC)OC)(C)C 3-(2-bromo-2-methylpropanoyloxy)propyltrimethoxysilane